C(C)C(=CCC)SC ethyl-methyl-thiobutene